5-((5-(4'-(1-(2-(dimethylamino)ethyl)-1H-1,2,4-triazol-3-yl)-[1,1'-biphenyl]-4-yl)-4,6-difluoro-1H-benzo[d]imidazol-2-yl)oxy)-2-methylbenzoic acid CN(CCN1N=C(N=C1)C1=CC=C(C=C1)C1=CC=C(C=C1)C1=C(C2=C(NC(=N2)OC=2C=CC(=C(C(=O)O)C2)C)C=C1F)F)C